BrC=1C=C(C=C(C1OC)F)C1=CC=NO1 5-(3-bromo-5-fluoro-4-methoxyphenyl)isoxazole